N-(8-amino-1-oxo-tetrahydronaphthalen-5-yl)acetamide NC=1C=CC(C2CCCC(C12)=O)NC(C)=O